[Na+].NC1=CC=C(C=C1)S(=O)(=O)[O-] 4-Aminobenzenesulfonic acid sodium salt